C(C)(C)(C)OC1=NC(=CC2=CC=CC=C12)Cl (tert-butoxy)-3-chloro-isoquinoline